5-[di(tert-butyl)(fluoro)silyl]-4-methoxy-2-pyridylamino-carboxylic acid tert-butyl ester C(C)(C)(C)OC(=O)NC1=NC=C(C(=C1)OC)[Si](F)(C(C)(C)C)C(C)(C)C